C[C@H]1CN(C[C@@H](O1)C)C1=NC=C(C(=N1)N)F 2-((2s,6s)-2,6-dimethylmorpholinyl)-5-fluoropyrimidin-4-amine